4-(4-bromophenoxy)phenol BrC1=CC=C(OC2=CC=C(C=C2)O)C=C1